4-([1,1'-biphenyl]-2-yl)-2-methylquinoline-6-carboxylic acid C1(=C(C=CC=C1)C1=CC(=NC2=CC=C(C=C12)C(=O)O)C)C1=CC=CC=C1